OC1=C(C(=O)OC2=C(C(=C(C(=O)OCOC)C(=C2C)C)C)OC)C(=CC(=C1C)O)C methoxymethyl 4-((2,4-dihydroxy-3,6-dimethylbenzoyl)oxy)-3-methoxy-2,5,6-trimethylbenzoate